3-(4-(Pyridin-4-ylmethyl)-1-((2-(trimethylsilyl)ethoxy)methyl)-1H-imidazol-2-yl)propanenitrile N1=CC=C(C=C1)CC=1N=C(N(C1)COCC[Si](C)(C)C)CCC#N